(E)-3-(tert-butyl)-4-((5-(piperidin-1-yl)thiophen-2-yl)methylene)isoxazol-5(4H)-one C(C)(C)(C)C\1=NOC(/C1=C/C=1SC(=CC1)N1CCCCC1)=O